(Z)-4-isocyano-6,6-dimethylhept-4-en-3-one [N+](#[C-])\C(\C(CC)=O)=C/C(C)(C)C